COC(C1=C(C(=CC=C1)N1CC(C1)OC1=CC=C(C=C1)NC(=O)NC1=CC=C(C=C1)C(F)(F)F)N1C=CC=C1)=O.C1(=CC=CC=C1)P(C1=C2OC=3C(=CC=CC3C(C2=CC=C1)(C)C)P(C1=CC=CC=C1)C1=CC=CC=C1)C1=CC=CC=C1 (5-diphenylphosphino-9,9-dimethylxanthen-4-yl)diphenylphosphine Methyl-3-(3-(4-(3-(4-(trifluoromethyl)phenyl)ureido)phenoxy)azetidin-1-yl)-2-(1H-pyrrol-1-yl)benzoate